O=[Se] OxySelenide